1-(tert-butyl) 2-methyl (2S,3S,4R)-4-acetoxy-3-allylpyrrolidine-1,2-dicarboxylate C(C)(=O)O[C@@H]1[C@H]([C@H](N(C1)C(=O)OC(C)(C)C)C(=O)OC)CC=C